alpha-tertiary butyl-dimethyl-siloxy-6beta-ethyl-7-carbonyl-5beta-cholestane C(C)(C)(C)C(C)[C@@H]1C([C@H]2[C@@H]3CC[C@H]([C@@H](CCCC(C(O[SiH3])(C)C)C)C)[C@]3(CC[C@@H]2[C@]2(CCCC[C@@H]12)C)C)=C=O